COC1=CC=C2C(NC=3N(C2=C1)N=NC3S(=O)(=O)C3=C(C=C(C=C3)C3=NN=C(N3)C)C)=O 8-methoxy-3-[2-methyl-4-(5-methyl-4H-1,2,4-triazol-3-yl)phenyl]sulfonyl-4H-triazolo[1,5-a]quinazolin-5-one